1-phenyl-ethyl-amine C1(=CC=CC=C1)C(C)N